N-(1-cyanocyclopropyl)-8-(4-((1r,3r)-3-methoxycyclobutane-1-carbonyl)piperazin-1-yl)-3-(5-(trifluoromethyl)-1,3,4-thiadiazol-2-yl)imidazo[1,5-a]pyridine-6-sulfonamide C(#N)C1(CC1)NS(=O)(=O)C=1C=C(C=2N(C1)C(=NC2)C=2SC(=NN2)C(F)(F)F)N2CCN(CC2)C(=O)C2CC(C2)OC